C(C)N(CCNCCCCCCCCSC1=C2CN(C(C2=CC=C1)=O)C1C(NC(CC1)=O)=O)CC 3-(4-((8-((2-(diethylamino)ethyl)amino)octyl)thio)-1-oxoisoindolin-2-yl)piperidine-2,6-dione